CN1C([C@](C2=CC=CC=C12)([C@@H]1C(C2=CC=CC=C2CC1)=O)O)=O (R)-1-methyl-3-hydroxy-3-((R)-1-oxo-1,2,3,4-tetrahydronaphthalen-2-yl)indolin-2-one